C1C=CC23C=CC(=C(C=C12)C3)OC(C=CC3=CC(=C(C=C3)O)O)=O 1H-3a,7-methanoazulen-6-yl-3-(3,4-dihydroxyphenyl)acrylate